1-(pyridin-3-ylsulfonyl)azetidine-3-carboxylic acid methyl ester COC(=O)C1CN(C1)S(=O)(=O)C=1C=NC=CC1